4-(Bromomethyl)-2-methoxy-1-(trifluoromethyl)benzene BrCC1=CC(=C(C=C1)C(F)(F)F)OC